4-[7-(benzyloxy)-[1,2,4]triazolo[4,3-a]pyridin-3-yl]-6-(furan-2-yl)pyrimidine-2-Amine C(C1=CC=CC=C1)OC1=CC=2N(C=C1)C(=NN2)C2=NC(=NC(=C2)C=2OC=CC2)N